Cl.Cl.N1[C@@H](CNCC1)C(=O)O (S)-piperazine-2-carboxylic acid dihydrochloride salt